(11R,12S)-11,12-dimethyl-7,14-dioxa-10,19,20-triazatetracyclo[13.5.2.12,6.018,21]tricosa-1(20),2,4,6(23),15(22),16,18(21)-heptaene C[C@H]1NCCOC=2C=CC=C(C3=NNC=4C=CC(OC[C@H]1C)=CC34)C2